ethyl 5-bromo-3-chloro-1-isobutyl-6-oxo-1,6-dihydropyridine-2-carboxylate BrC1=CC(=C(N(C1=O)CC(C)C)C(=O)OCC)Cl